2-(2'-hydroxy-3'-tert-butyl-5'-chlorophenyl)-5-chlorobenzotriazole OC1=C(C=C(C=C1C(C)(C)C)Cl)N1N=C2C(=N1)C=CC(=C2)Cl